(4Z)-4-(1H-Benzimidazol-5-ylmethylene)-2-(cyclohexylamino)-1H-imidazol-5-one N1C=NC2=C1C=CC(=C2)\C=C\2/N=C(NC2=O)NC2CCCCC2